ethyl (Z)-3-amino-4,4,4-trichloro-2-cyano-butenoate N\C(=C(/C(=O)OCC)\C#N)\C(Cl)(Cl)Cl